FC=1C=C(C(=O)NC2=CN=C(S2)C2=CC(=NC=C2)N2CCCC2)C=C(C1O)C=O 3-fluoro-5-formyl-4-hydroxy-N-(2-(2-(pyrrolidin-1-yl)pyridin-4-yl)thiazol-5-yl)benzamide